3-thiazol-2-yl-1H-pyrrolo[2,3-b]pyridin S1C(=NC=C1)C1=CNC2=NC=CC=C21